OCCNC1CCC(CC1)S(=O)(=O)N1[C@H]2CC(C[C@@H]1CC2)NC(=O)C2=NOC(=C2)C2COC2 N-((1R,3R,5S)-8-(((1r,4R)-4-((2-Hydroxyethyl)amino)cyclohexyl)sulfonyl)-8-azabicyclo[3.2.1]octan-3-yl)-5-(oxetan-3-yl)isoxazole-3-carboxamide